OC1=C(C(=C(C(=O)OCC2=CC=CC=C2)C(=C1C(F)(F)F)C)C)C benzyl 4-hydroxy-2,3,6-trimethyl-5-(trifluoromethyl)benzoate